5'-(5,5-dimethyl-1,3,2-dioxaborinan-2-yl)-1'-(oxan-2-yl)spiro[cyclopropane-1,3'-indol]-2'-one CC1(COB(OC1)C=1C=C2C3(C(N(C2=CC1)C1OCCCC1)=O)CC3)C